C(CCC)N(C)CC=1C(=CCN(C1)C)I 5-((butyl-(methyl)amino)methyl)-4-iodo-1-methylpyridine